Methoxycyclohexene-1-boronic acid pinacol ester COC1=C(CCCC1)B1OC(C)(C)C(C)(C)O1